di-2-ethylhexyl fumarate CCCCC(CC)COC(=O)/C=C/C(=O)OCC(CC)CCCC